(6-(3-(6,7-dihydropyrazolo[1,5-a]pyrimidin-4(5H)-yl)-7,8-dihydro-1,6-naphthyridin-6(5H)-yl)-5-methylpyridazin-3-yl)(2-oxa-6-azaspiro[3.3]heptan-6-yl)methanone N1=CC=C2N1CCCN2C=2C=NC=1CCN(CC1C2)C2=C(C=C(N=N2)C(=O)N2CC1(COC1)C2)C